2-fluoro-4-isobutyl-6-(4-((4-methoxy-3,5-dimethylpyridin-2-yl)methyl)piperazin-1-yl)benzonitrile FC1=C(C#N)C(=CC(=C1)CC(C)C)N1CCN(CC1)CC1=NC=C(C(=C1C)OC)C